C(CCCCCCC\C=C/C[C@H](O)CCCCCC)(=O)[O-].[Cu+2].C(CCCCCCC\C=C/C[C@H](O)CCCCCC)(=O)[O-] copper (II) ricinoleate